2-methoxycyclopentane-1-amine COC1C(CCC1)N